BrC=1C=C(C=NC1)C#CC=1C=C(C(=O)O)C=CC1C 3-[(5-bromopyridin-3-yl)ethynyl]-4-methylbenzoic acid